N1(CCCCC1)S(=O)(=O)C1=CC=C(C=C1)NS([O-])(=O)=O.[Na+] Sodium N-[4-(piperidine-1-sulfonyl)phenyl]sulfamate